1,4-di-tert-butyl (2S)-2-(3-{[(2R,3S,4S)-1-(tert-butoxycarbonyl)-4-[(tert-butoxycarbonyl)oxy]-2-[(4-methoxyphenyl)methyl]pyrrolidin-3-yl]oxy}-3-oxopropyl)piperazine-1,4-dicarboxylate C(C)(C)(C)OC(=O)N1[C@@H]([C@@H]([C@H](C1)OC(=O)OC(C)(C)C)OC(CC[C@@H]1N(CCN(C1)C(=O)OC(C)(C)C)C(=O)OC(C)(C)C)=O)CC1=CC=C(C=C1)OC